1,4-Bis-trimethylsilyl-2-methyl-cyclohexa-2,5-dien C[Si](C1C(=CC(C=C1)[Si](C)(C)C)C)(C)C